methyl 2-tosylcyclopentane-1-carboxylate S(=O)(=O)(C1=CC=C(C)C=C1)C1C(CCC1)C(=O)OC